C(C)(C)(C)OC(=O)N1[C@H](CCC1)CC(=O)O (R)-2-(1-(tert-butoxycarbonyl)pyrrolidin-2-yl)acetic acid